Methyl 3-(1,4-dimethyl-1H-benzo[d][1,2,3]triazol-5-yl)-3-(3-(((R)-4-ethyl-3,4-dihydro-[1,4]oxazepino[6,7-f]quinolin-2(1H)-yl) methyl)-4-methylphenyl)-2,2-dimethylpropionate CN1N=NC2=C1C=CC(=C2C)C(C(C(=O)OC)(C)C)C2=CC(=C(C=C2)C)CN2C[C@H](OC=1C(=C3C=CC=NC3=CC1)C2)CC